(R)-2-(4-Isopropylphenyl)-N-(1-(5-(2,2,2-Trifluoroethoxy)Pyridine-2-yl)Ethyl)Acetamide C(C)(C)C1=CC=C(C=C1)CC(=O)N[C@H](C)C1=NC=C(C=C1)OCC(F)(F)F